(R)-4-(5-methyl-7H-pyrrolo[2,3-d]pyrimidin-4-yl)-N-(piperidin-3-yl)-3,4-dihydro-2H-1,4-thiazine-6-carboxamide hydrochloride Cl.CC1=CNC=2N=CN=C(C21)N2CCSC(=C2)C(=O)N[C@H]2CNCCC2